[1-[6-(2,4-dioxo-1H-pyrimidin-5-yl) furo[2,3-d]pyrimidin-4-yl]-4,4-difluoro-pyrrolidin-3-yl] N-isopropylcarbamate C(C)(C)NC(OC1CN(CC1(F)F)C=1C2=C(N=CN1)OC(=C2)C=2C(NC(NC2)=O)=O)=O